trans-Stilben C1(=CC=CC=C1)\C=C\C1=CC=CC=C1